N[C@H](C(=O)O)[C@@H](C(C)C)O (2s,3r)-2-amino-3-hydroxy-4-methyl-valeric acid